diethylsilyl-bis(propylindenyl)zirconium dichloride [Cl-].[Cl-].C(C)[SiH](CC)[Zr+2](C1C(=CC2=CC=CC=C12)CCC)C1C(=CC2=CC=CC=C12)CCC